NC=1C=C(C(=C(C1)[C@@H](C)NC=1C2=C(C(NN1)=O)C=NC(=C2)N2CCN(CC2)C)F)C(F)F (R)-1-((1-(5-amino-3-(difluoromethyl)-2-fluorophenyl)ethyl)amino)-7-(4-methylpiperazin-1-yl)pyrido[3,4-d]pyridazin-4(3H)-one